2-chloro-10-{3-[1-(2-hydroxyethyl)-4-piperazinyl]propyl}phenothiazine ClC1=CC=2N(C3=CC=CC=C3SC2C=C1)CCCN1CCN(CC1)CCO